C1(CC1)C1=NC(=NC=C1)C1=NC(=C2N=C(N(C2=N1)C)C1=CC=NC=C1)N1CCOCC1 4-(2-(4-cyclopropylpyrimidin-2-yl)-9-methyl-8-(pyridin-4-yl)-9H-purin-6-yl)morpholine